C(C)(C)(C)OC(=O)N[C@H](C)C1=C(OC(C(=O)OCC)(F)F)C=CC(=C1)F ethyl (R)-2-(2-(1-((tert-butoxycarbonyl)amino)ethyl)-4-fluoro phenoxy)-2,2-difluoroacetate